3-[6-(Difluoromethyl)-1H-pyrazolo[3,4-b]pyridin-4-yl]-2-(5-fluoro-2-pyridyl)-6,6-dimethyl-4,7-dihydropyrazolo[5,1-c][1,4]oxazine FC(C1=CC(=C2C(=N1)NN=C2)C=2C(=NN1C2COC(C1)(C)C)C1=NC=C(C=C1)F)F